[Si](C)(C)(C(C)(C)C)OCC1CN(CCN1)C(=O)[O-] 3-(((tert-butyldimethylsilyl)oxy)methyl)piperazine-1-carboxylate